NCCN(C(=O)C1=C(C(=NN1C=1SC(=C(N1)C1=CC(=C(C=C1)Cl)Cl)SC(C)C)C)C1=CC(=CC(=C1)C(F)(F)F)C(F)(F)F)C N-(2-aminoethyl)-4-(3,5-bis(trifluoromethyl)phenyl)-1-(4-(3,4-dichlorophenyl)-5-(isopropylthio)thiazol-2-yl)-N,3-dimethyl-1H-pyrazole-5-carboxamide